C1=CC(=C(C=C1NC(=O)CC(=O)[O-])Cl)Cl The molecule is a monocarboxylic acid anion that is the conjugate base of N-(3,4-dichlorophenyl)malonamic acid arising from deprotonation of the carboxy group. It derives from a malonamate. It is a conjugate base of a N-(3,4-dichlorophenyl)malonamic acid.